C(C)(C)(C)OC(=O)N1[C@H](C[C@H](C1)O)C(NC1=C(C=CC(=C1)C(CCC1CC1)(C1=NC=CC=C1)N=S(=O)C(C)(C)C)F)=O (2R,4R)-2-(5-(3-cyclopropyl-1-((S)-1,1-dimethylethylsulphinylideneamino)-1-(pyridin-2-yl)propyl)-2-fluorophenylcarbamoyl)-4-hydroxypyrrolidine-1-carboxylic acid tert-butyl ester